ClC=1C=CC=2N=CN=C(C2N1)NC1=C(C=C(C(=C1)Cl)OCC1COCC1)F 6-chloro-N-[5-chloro-2-fluoro-4-(tetrahydrofuran-3-ylmethoxy)phenyl]pyrido[3,2-d]pyrimidin-4-amine